2-(3-nitrophenyl)imidazole [N+](=O)([O-])C=1C=C(C=CC1)C=1NC=CN1